methyl 6-chloro-7-fluoro-4-(1-methylpyrrolidin-3-yl)-1H-indole-2-carboxylate ClC1=CC(=C2C=C(NC2=C1F)C(=O)OC)C1CN(CC1)C